CP(C=CCC)C 1-(dimethylphosphino)1-buten